3-[(2R)-piperidin-2-ylmethyl]urea N1[C@H](CCCC1)CNC(N)=O